FC1=C(C=C(C(=C1)F)F)C1=C(C=CC=C1)NC(=O)C=1C(=NN(C1Cl)C)C N-(2',4',5'-trifluorobiphenyl-2-yl)-5-chloro-1,3-Dimethylpyrazol-4-ylcarboxamide